1-(2,6-bis(2-(methylthio)pyrimidin-5-yl)pyridin-4-yl)-1-oxo-5,8,11,14,17,20,23,26-octaoxa-2-azanonacosane CSC1=NC=C(C=N1)C1=NC(=CC(=C1)C(NCCOCCOCCOCCOCCOCCOCCOCCOCCC)=O)C=1C=NC(=NC1)SC